ethyl 5-{7-cyano-6-oxo-2H,3H,4H,6H-pyrimido[2,1-b][1,3]thiazin-8-yl}pyridine-2-carboxylate C(#N)C1=C(N=C2SCCCN2C1=O)C=1C=CC(=NC1)C(=O)OCC